C(CCCCCCCCC(=O)O)(=O)O 1,10-decanedioic acid